C(C)(C)(C)OC(N[C@H]1CN(CC1)C1=NC(=C2N=CN(C2=N1)C(C)C)NCC1=CC=C(C=C1)C1=CC=CC=C1)=O (R)-(1-(6-(([1,1'-biphenyl]-4-ylmethyl)amino)-9-isopropyl-9H-purin-2-yl)pyrrolidin-3-yl)carbamic acid tert-butyl ester